6-(4-Amino-3-nitrophenyl)-3-(2-(4-hydroxypiperidin-1-yl)ethyl)quinazolin-4(3H)-one NC1=C(C=C(C=C1)C=1C=C2C(N(C=NC2=CC1)CCN1CCC(CC1)O)=O)[N+](=O)[O-]